COC=1C=C(C=CC1OC)C=CC(=C(CC(=O)O)C(\C=C\C1=CC(=C(C=C1)OC)OC)=O)O 6-(3,4-dimethoxyphenyl)-3-((E)-3-(3,4-dimethoxyphenyl)acryloyl)-4-hydroxyhexa-3,5-dienoic acid